5-fluoro-1-phenyl-4-(4,4,5,5-tetramethyl-1,3,2-dioxaborolan-2-yl)pyrazole FC1=C(C=NN1C1=CC=CC=C1)B1OC(C(O1)(C)C)(C)C